tert-butyl (R)-3-((5-methoxy-8-methylisoquinolin-1-yl)amino)piperidine-1-carboxylate COC1=C2C=CN=C(C2=C(C=C1)C)N[C@H]1CN(CCC1)C(=O)OC(C)(C)C